(S)-8-(8-((6-amino-3-chloro-2-methylpyridin-4-yl)thio)imidazo[1,2-c]pyrimidin-5-yl)-2-oxa-8-azaspiro[4.5]decan-4-amine NC1=CC(=C(C(=N1)C)Cl)SC=1C=2N(C(=NC1)N1CCC3([C@@H](COC3)N)CC1)C=CN2